CCOCCOCCOCCC(=O)O [3-{2-(2-[2-ethoxy]-ethoxy)-ethoxy}]propionic acid